ClC1=NC2=CC(=C(C=C2C(=N1)Cl)F)F 2,4-dichloro-6,7-difluoro-quinazoline